BrC=1C=CC(=C(C1)NC(C)=O)C1OCCO1 N-(5-bromo-2-(1,3-dioxolan-2-yl)phenyl)acetamide